(+-)-(7a'S)-2-(5-hexenyl)tetrahydrospiro[cyclopentane-1,3'-pyrrolo[1,2-c]imidazole]-1'(2'H)-one C(CCCC=C)C1CCCC12NC([C@H]1N2CCC1)=O